2,2-bis(4-(methacryloxypentadecoxy)phenyl)propane C(C(=C)C)(=O)OCCCCCCCCCCCCCCCOC1=CC=C(C=C1)C(C)(C)C1=CC=C(C=C1)OCCCCCCCCCCCCCCCOC(C(=C)C)=O